(3-((2-(1,4-dimethyl-1H-pyrazol-5-yl)-5-fluoropyridin-4-yl)oxy)azetidin-1-yl)(5-(2,4-dimethylthiazol-5-yl)-4,5-dihydro-1H-pyrazol-1-yl)methanone CN1N=CC(=C1C1=NC=C(C(=C1)OC1CN(C1)C(=O)N1N=CCC1C1=C(N=C(S1)C)C)F)C